FC1(CC(C1)C=1C=CC(=NC1)[C@@H](N[S@@](=O)C(C)(C)C)C1=CC=CC=C1)F (S)-N-[(S)-[5-(3,3-difluorocyclobutyl)-2-pyridinyl]-phenyl-methyl]-2-methyl-propane-2-sulfinamide